C(C)(C)(C)OC(C(CCOC)N1C(C=C(C(=C1)OC)C1=C(C=CC(=C1)Cl)N1C=NN=C1)=O)=O 2-{4-[5-chloro-2-(4H-1,2,4-triazol-4-yl)phenyl]-5-methoxy-2-oxopyridin-1(2H)-yl}-4-methoxybutyric acid tert-butyl ester